C(C)(C)(C)N1N=C(C=C1CC(C)C)NC1=C(C(=O)[O-])C=C(C=N1)C=1SC=CC1 2-((1-(tert-butyl)-5-isobutyl-1H-pyrazol-3-yl)amino)-5-(thiophen-2-yl)nicotinate